bis-ethylhexyl-oxyphenoxymethoxyphenyl-triazine C(C)C=1C(=C(C=CC1)C1=NN=NC(=C1OCOC1=CC=CC=C1)OCCCCCC)CC